8-bromo-4-[methyl-(oxetan-3-yl)amino]quinoline-3-carboxylic acid ethyl ester C(C)OC(=O)C=1C=NC2=C(C=CC=C2C1N(C1COC1)C)Br